1-((1s,3s)-3-((5-(imidazo[1,2-a]pyrimidin-6-yl)-7H-pyrrolo[2,3-d]pyrimidin-2-yl)amino)-1-methylcyclobutyl)pyrrolidin-2-one N=1C=CN2C1N=CC(=C2)C2=CNC=1N=C(N=CC12)NC1CC(C1)(C)N1C(CCC1)=O